C(#N)CCOCCCOCCC#N 1,3-bis(2-cyanoethoxy)propane